[Ho].[Ir] Iridium-holmium